BrC=1C=C(C=2N(C1)C(=C(N2)C(C)(C)O)C(C)C)F 2-(6-bromo-8-fluoro-3-isopropylimidazo[1,2-a]pyridin-2-yl)propan-2-ol